C(OC(C)(C)C)(OC1=C(C=CC=C1)C1=NC(=NN1)C1=C(C=C(C=C1)C(F)(F)F)O)=O tert-butyl (2-(3-(2-hydroxy-4-(trifluoromethyl) phenyl)-1H-1,2,4-triazol-5-yl) phenyl) carbonate